2-(5-(8-methoxy-[1,2,4]triazolo[1,5-a]pyridin-6-yl)-4-(2,2,2-trifluoroethyl)-1H-pyrazol-3-yl)-4-methyl-5-(6-(pentan-3-yl)-2,6-diazaspiro[3.3]heptan-2-yl)thiazole COC=1C=2N(C=C(C1)C1=C(C(=NN1)C=1SC(=C(N1)C)N1CC3(C1)CN(C3)C(CC)CC)CC(F)(F)F)N=CN2